4,8-bis(5-methylthiophen-2-yl)-6-(4-propylphenyl)-5H-imidazo[5,4-f]-2,1,3-benzothiadiazole CC1=CC=C(S1)C1=C2C(=C(C3=NSN=C31)C=3SC(=CC3)C)N=C(N2)C2=CC=C(C=C2)CCC